(1S,2S)-2-fluoro-N-[1-methyl-3-(4-methyl-6-propanoylpyridin-3-yl)-2-oxo-1,6-naphthyridin-7-yl]cyclopropane-1-carboxamide F[C@@H]1[C@@H](C1)C(=O)NC1=NC=C2C=C(C(N(C2=C1)C)=O)C=1C=NC(=CC1C)C(CC)=O